C(C)OC1=C(C=CC(=N1)[C@@H](CS(=O)(=O)C)N1C(N(C=2C1=NC=C(C2)C2=CC=CC=C2)C)=O)OC (S)-3-(1-(6-ethoxy-5-methoxypyridin-2-yl)-2-(methylsulfonyl)ethyl)-6-phenyl-1-methyl-1H-imidazo[4,5-b]pyridin-2(3H)-one